(1S,2R)-2-((S)-5-Chloro-8-((5-methyl-4-(trifluoromethyl)isoxazol-3-yl)methoxy)-1-((6-oxo-5-azaspiro[2.4]heptan-5-yl)methyl)-1,2,3,4-tetrahydroisochinolin-2-carbonyl)-1-methylcyclohexan ClC1=C2CCN([C@@H](C2=C(C=C1)OCC1=NOC(=C1C(F)(F)F)C)CN1CC2(CC2)CC1=O)C(=O)[C@H]1[C@H](CCCC1)C